FC1=C(C=C(C(=C1)C1=NC=C(N=C1)N(C)[C@H]1[C@H]([C@@H]2CCC[C@H](C1)N2)F)O)C2=CC(N(C=C2)C)=O 4-(2-fluoro-4-(5-(((1S,2S,3R,5R)-2-fluoro-9-azabicyclo[3.3.1]nonan-3-yl)(methyl)amino)pyrazin-2-yl)-5-hydroxyphenyl)-1-methylpyridin-2(1H)-one